CNCCO[Si](C1=CC=CC=C1)(C1=CC=CC=C1)C(C)(C)C N-methyl-2-(tert-butyldiphenylsilyloxy)ethylamine